2-(1-Ethyl-4-fluoropiperidin-4-yl)-8-fluoro-6-(8-fluoro-2-methylimidazo[1,2-a]pyridin-6-yl)quinazolin-4(3H)-one C(C)N1CCC(CC1)(F)C1=NC2=C(C=C(C=C2C(N1)=O)C=1C=C(C=2N(C1)C=C(N2)C)F)F